ClC1=C(C=C2C=C(N=CC2=C1)NC(=O)[C@@H]1CC12CCC(CC2)(F)F)C2CCN(CC2)[C@]2(COC[C@H]2O)C (R)-N-(7-chloro-6-(1-((3S,4S)-4-hydroxy-3-methyltetrahydrofuran-3-yl)piperidin-4-yl)isoquinolin-3-yl)-6,6-difluorospiro[2.5]octane-1-carboxamide